[Si](C)(C)(C(C)(C)C)OC[C@H](CC)O (2S)-1-[tert-butyl(dimethyl)silyl]oxybutan-2-ol